3-nitro-6,7-dihydro-5H-pyrazolo[1,5-a]Pyridin-4-one [N+](=O)([O-])C=1C=NN2C1C(CCC2)=O